O=C1NC(CC[C@@H]1N1C(C2=CC=C(C=C2C1)N1CCN(CC1)CC1CCN(CC1)C1=C(C=C(C(=O)N)C=C1)F)=O)=O 4-(4-((4-(2-((S)-2,6-dioxopiperidin-3-yl)-1-oxoisoindolin-5-yl)piperazin-1-yl)methyl)piperidin-1-yl)-3-fluorobenzamide